FC1=C(C=C2C(=NC=3N(C2=C1)C=CN3)N[C@H](C)C3=C(C(=CC=C3)S(=O)(=O)C)C)N3CCOCC3 (R)-8-fluoro-N-(1-(2-methyl-3-(methylsulfonyl)phenyl)ethyl)-7-morpholinoimidazo[1,2-a]quinazolin-5-amine